CS(=O)(=O)OCC(COC1=C(C=C(C=C1F)C1=NNC(CC1C)=O)Cl)(F)F 3-[2-Chloro-6-fluoro-4-(4-methyl-6-oxo-4,5-dihydro-1H-pyridazin-3-yl)phenoxy]-2,2-difluoropropyl methanesulfonate